8,8'-((3-Hydroxypropyl)Azanediyl)Bis(N,N-Didecyloctanamide) OCCCN(CCCCCCCC(=O)N(CCCCCCCCCC)CCCCCCCCCC)CCCCCCCC(=O)N(CCCCCCCCCC)CCCCCCCCCC